2-((1R,2R)-1-(2-cyano-4-(dimethylcarbamoyl)phenyl)-1-phenylpropan-2-yl)-5-hydroxy-N-(isoxazol-4-yl)-1-methyl-6-oxo-1,6-dihydropyrimidine-4-carboxamide C(#N)C1=C(C=CC(=C1)C(N(C)C)=O)[C@H]([C@@H](C)C=1N(C(C(=C(N1)C(=O)NC=1C=NOC1)O)=O)C)C1=CC=CC=C1